C(C)OC1=C(C(=O)NC(C)C2=CC(=CC=C2)S(N)(=O)=O)C=C(C=C1)NC(C(C)C)=O 2-ethoxy-5-isobutyrylamino-N-(1-(3-sulfamoylphenyl)ethyl)benzamide